C(#N)C=1C=C(C=C(C1)C)N1N=CC(=C1)C(C(=O)NC=1NN=C(C1)C1CC1)C 2-[1-(3-cyano-5-methylphenyl)pyrazol-4-yl]-N-(5-cyclopropyl-2H-pyrazol-3-yl)propanamide